C(C=C)C=1C(NC(NC1)=S)=O 5-allyl-2-thiouracil